C(=O)C1CCC(CC1)N1N=C2C=C(C(=CC2=C1)NC(=O)C=1C=NN2C1N=C(C=C2)C(F)(F)F)OC N-[2-(4-formylcyclohexyl)-6-methoxy-indazol-5-yl]-5-(trifluoromethyl)pyrazolo[1,5-a]pyrimidine-3-carboxamide